2-(((cis-4-methoxycyclohexyl)thio)methyl)-8-methylquinazolin-4(3H)-one CO[C@H]1CC[C@H](CC1)SCC1=NC2=C(C=CC=C2C(N1)=O)C